4,4''-bis(dibenzo[c,h]acridin-7-yl)-1,1':4',1''-terphenyl C1=CC=CC=2C=CC=3C(=C4C=CC5=C(C4=NC3C21)C=CC=C5)C5=CC=C(C=C5)C5=CC=C(C=C5)C5=CC=C(C=C5)C5=C2C=CC1=C(C2=NC=2C3=C(C=CC52)C=CC=C3)C=CC=C1